CC=1C=C2C(=CNC2=CC1)CCCNS(=O)(=O)C1=CC=C(C=C1)OCCCN1CCN(CC1)C N-(3-(5-methyl-1H-indol-3-yl)propyl)-4-(3-(4-methylpiperazin-1-yl)propoxy)benzenesulfonamide